CC1=CC=C(C2=C1C=C(O2)CNC(=O)C=2C=NN1C2N=CC=C1)C(=O)OC Methyl 4-methyl-2-((pyrazolo[1,5-a]pyrimidine-3-carboxamido)methyl)benzofuran-7-carboxylate